BrC1=CC2=C(C(N(CCS2(=O)=O)C2CC2)=O)S1 7-bromo-4-cyclopropyl-2H,3H,4H,5H-1λ6-thieno[2,3-f][1,4]thiazepine-1,1,5-trione